OC=1C=CC(=NC1)C(F)(F)F 5-hydroxy-2-(trifluoromethyl)pyridin